(2S,4R)-1-((S)-14-amino-2-(tert-butyl)-4-oxo-6,9,12-trioxa-3-azatetradecane-1-yl)-4-hydroxy-N-(4-(4-methylthiazol-5-yl)benzyl)pyrrolidine-2-carboxamide hydrochloride Cl.NCCOCCOCCOCC(N[C@H](CN1[C@@H](C[C@H](C1)O)C(=O)NCC1=CC=C(C=C1)C1=C(N=CS1)C)C(C)(C)C)=O